BENZOPYRAZINE-6-BORONIC ACID HCL Cl.N1=CC=NC2=C1C=CC(=C2)B(O)O